CN1N=C(C=C1C)NC1=NC=C(C(=N1)C1=CNC2=C(C=CC=C12)N1C(C2=CC=CC(=C2C1)C=1C=NC(=NC1)N1CCNCC1)=O)C 2-(3-(2-((1,5-dimethyl-1H-pyrazol-3-yl)amino)-5-methylpyrimidin-4-yl)-1H-indol-7-yl)-4-(2-(piperazin-1-yl)pyrimidin-5-yl)isoindolin-1-one